C(C)(C)(C)C1=C(C(=CC(=C1)Br)C(C)(C)C)Br 1,3-di-tert-butyl-2,5-dibromobenzene